O1NCCCCCCCC1 oxazecan